zinc bis(triphenylphosphine) chloride [Cl-].C1(=CC=CC=C1)P(C1=CC=CC=C1)C1=CC=CC=C1.C1(=CC=CC=C1)P(C1=CC=CC=C1)C1=CC=CC=C1.[Zn+2].[Cl-]